BrC1=C(C=NN(C1=O)C)N[C@@H]1C[C@@H](CN(C1)C)C1=CC=C(C=C1)CN1CC(C1)C=1C=C(C=CC1)C1C(NC(C(C1)=O)=O)=O 3-[3-[1-[[4-[(3R,5R)-5-[(5-bromo-1-methyl-6-oxo-pyridazin-4-yl)amino]-1-methyl-3-piperidyl]phenyl]methyl]azetidin-3-yl]phenyl]piperidine-2,6-dioneON